C1(=CC=CC=C1)COC=1C=C(C=CC1)C1=CC=C(C(=O)N2CCN(CC2)C2=NC3=CC=CC=C3C(N2)=O)C=C1 2-[4-[4-(3-Phenylmethoxyphenyl)benzoyl]piperazin-1-yl]-3H-quinazolin-4-one